(S)-3-((4-amino-1-isopropyl-1H-pyrazol-5-yl)oxy)-2-((tertbutoxycarbonyl)amino)propanoic acid NC=1C=NN(C1OC[C@@H](C(=O)O)NC(=O)OC(C)(C)C)C(C)C